5-{4-methoxy-5h,6h,7h-pyrrolo[3,4-d]pyrimidine-6-carbonyl}-6-methyl-N-(1-methylcyclopropyl)furo[2,3-d]pyrimidin-4-amine COC=1C2=C(N=CN1)CN(C2)C(=O)C2=C(OC=1N=CN=C(C12)NC1(CC1)C)C